FC1=C(C=CC(=C1)C(NC1=NC=CC(=C1)C1=CC=C(C=C1)F)=O)B(O)O (2-fluoro-4-((4-(4-fluorophenyl)pyridin-2-yl)carbamoyl)phenyl)boronic acid